tert-butyl 2-cyclopropyl-4-(2,3-dihydro-1H-pyrrolo[2,3-b]pyridin-4-yl)piperazine-1-carboxylate C1(CC1)C1N(CCN(C1)C1=C2C(=NC=C1)NCC2)C(=O)OC(C)(C)C